CC1=C(NC2=CC=C(C=C12)C1CCNCC1)C1=C2C(=NC=C1)NN=C2 4-(3-methyl-5-(piperidin-4-yl)-1H-indol-2-yl)-1H-pyrazolo[3,4-b]pyridine